1-(3-(4-((3,4-Dichloro-2-fluorophenyl)amino)quinazolin-6-yl)azetidin-1-yl)prop-2-en-1-one ClC=1C(=C(C=CC1Cl)NC1=NC=NC2=CC=C(C=C12)C1CN(C1)C(C=C)=O)F